ethyl (4-cyclobutyl-1-methyl-3-neopentyl-1H-pyrazol-5-yl)carbamate C1(CCC1)C=1C(=NN(C1NC(OCC)=O)C)CC(C)(C)C